FC1=CC=C(C=C1)N1N=C(C=C1S(=O)C)C(=O)NC1=CC(=C(C=C1)C)NC=1C=C2C(N(C=NC2=CC1)C)=S 1-(4-fluorophenyl)-N-(4-methyl-3-((3-methyl-4-thioxo-3,4-dihydroquinazolin-6-yl)amino)phenyl)-5-(methylsulfinyl)-1H-pyrazole-3-carboxamide